C(C)OC(=O)C=1OCCC1OS(=O)(=O)C(F)(F)F ((trifluoromethanesulfonyl)oxy)-4,5-dihydrofuran-2-carboxylic acid ethyl ester